(4-(tert-Butoxycarbonyl)piperazin-1-yl)-2-(3,6-dihydro-2H-pyran-4-yl)-7-methyl-5-oxo-5,7,8,9-tetrahydropyrrolo[1,2-c][1,2,4]triazolo[1,5-a]pyrimidine-9-carboxylic acid C(C)(C)(C)OC(=O)N1CCN(CC1)C1=C2N(C=3N(C1=O)N=C(N3)C=3CCOCC3)C(CC2C)C(=O)O